The molecule is a triterpenoid saponin with an arborinane-type terpenoid as the aglycone. It has been isolated from the roots of Rubia yunnanensis. It has a role as an antineoplastic agent and a plant metabolite. It is an acetate ester, a diol, a beta-D-glucoside, a pentacyclic triterpenoid, a triterpenoid saponin and a disaccharide derivative. CC(C)[C@@H]1C[C@H]([C@H]2[C@]1(CC[C@@]3([C@@]2(CC=C4[C@H]3[C@H](C[C@@H]5[C@@]4(CC[C@@H](C5(C)C)O[C@H]6[C@@H]([C@H]([C@@H]([C@H](O6)CO[C@H]7[C@@H]([C@H]([C@@H]([C@H](O7)CO)O)O)O)O)O)O)C)O)C)C)COC(=O)C)O